C(C=CC1=CC=CC=C1)[N+](C1=CC=CC=C1)(C)C N-cinnamyl-N,N-dimethylanilinium